O=C1N(C=NC2=CC=CC=C12)CC(=O)NNC1=CC(=CC=C1)Cl 2-(4-oxoquinazolin-3(4H)-yl)-N'-(3-chlorophenyl)acethydrazide